2-(cyclohexylmethyl)-4-cyclopropyl-N-(3-methylsulfonylphenyl)pyrazole-3-carboxamide C1(CCCCC1)CN1N=CC(=C1C(=O)NC1=CC(=CC=C1)S(=O)(=O)C)C1CC1